ClC1=C(C=CC(=C1)Cl)C[C@H](C[C@@H]([C@H](C(C)(C)C)O)N1N=CNC1=S)C [(2R,4S,5S)-1-(2,4-dichlorophenyl)-5-hydroxy-2,6,6-trimethylheptan-4-yl]-2,4-dihydro-3H-1,2,4-triazole-3-thione